N-[6-[1,5-bis(hydroxymethyl)-8-oxabicyclo[3.2.1]oct-6-en-3-yl]-2-(4,4-dimethylcyclohexen-1-yl)-3-pyridyl]-4-cyano-1-(2-trimethylsilylethoxymethyl)imidazole-2-carboxamide OCC12CC(CC(C=C1)(O2)CO)C2=CC=C(C(=N2)C2=CCC(CC2)(C)C)NC(=O)C=2N(C=C(N2)C#N)COCC[Si](C)(C)C